C1(CCC1)[C@@H](C(=O)O)C1=CC=C(C=C1)C1(COC1)NC(=O)C=1N(C2=CC(=C(C(=C2C1)Cl)Cl)OC)C |r| (±)-2-cyclobutyl-2-{4-[3-(4,5-dichloro-6-methoxy-1-methyl-1H-indole-2-amido)oxetan-3-yl]phenyl}acetic acid